Cl.CN(CCC(=O)C=1C(OC2=CC(=CC=C2C1)C=CC1=CC=CC=C1)=O)C 3-(3-dimethylamino-propionyl)-7-styrylcoumarin hydrochloride